CN1C[C@H]2[C@H](OCCN2C2=CC(=C(N=N2)C2=C(C=C(C=C2)C)O)C(F)F)CC1 2-[6-[(4aS,8aR)-6-methyl-3,4a,5,7,8,8a-hexahydro-2H-pyrido[4,3-b][1,4]oxazin-4-yl]-4-(difluoromethyl)pyridazin-3-yl]-5-methyl-phenol